C(#N)[C@@H](C[C@@H]1C(NCC1)=O)NC(=O)[C@H]1N(C[C@@H]2[C@H]1CC(C2)(F)F)C(=O)C=2NC1=CC=CC(=C1C2)OC (1S,3aS,6aR)-N-((R)-1-cyano-2-((R)-2-oxopyrrolidin-3-yl)ethyl)-2-(4-methoxy-1H-indole-2-carbonyl)-5,5-difluorooctahydrocyclopenta[c]pyrrole-1-carboxamide